C(CCCCCCCCC(=O)OCCCC)(=O)OCCCC Dibutyl Sebacate